CCCCCCCC/C=C\\C=C\\C=C\\[C@H]([C@H](CCCC(=O)[O-])O)SC[C@@H](C(=O)NCC(=O)[O-])[NH3+] The molecule is a leukotriene anion that is the conjugate base of leukotriene D3 obtained by deprotonation of the two carboxy groups and protonation of the cysteinyl alpha-amino group; major species at pH 7.3. It is a leukotriene anion, a peptide anion and a dicarboxylic acid monoanion.